N1N=C(N=C1)C1=CC=C(C=N1)C1=CN=C2C(=N1)N(C(CN2)=O)C[C@@H]2CC[C@@H](CC2)OC 7-(6-(1H-1,2,4-triazol-3-yl)pyridin-3-yl)-1-((cis-4-methoxycyclohexyl)methyl)-3,4-dihydropyrazino[2,3-b]pyrazin-2(1H)-one